The molecule is a monocarboxylic acid amide obtained by formal condensation of the carboxy group from 4,5-dimethyl-2-(trimethylsilyl)thiophene-3-carboxlic acid with the amino group of allylamine. A fungicide seed dressing for cereals used mainly to control 'take-all'. It has a role as an antifungal agrochemical. It is a member of thiophenes, an organosilicon compound, a monocarboxylic acid amide, an olefinic compound and an amide fungicide. CC1=C(SC(=C1C(=O)NCC=C)[Si](C)(C)C)C